ClC=1C=C2CCNCC2=CC1NC1=NC=C(C(=N1)NCCCN1C(CCCC1)=O)C(F)(F)F 1-[3-[[2-[(6-Chloro-1,2,3,4-tetrahydroisoquinolin-7-yl)amino]-5-(trifluoromethyl)pyrimidin-4-yl]amino]propyl]piperidin-2-one